BrCC1=C(C=C(C(=O)O)C=C1C(=O)OC)C(F)F 4-(bromomethyl)-3-(difluoromethyl)-5-(methoxycarbonyl)benzoic acid